N-[5-[2-methyl-5-(4-oxocyclohexoxy)-4-pyridyl]pyrazolo[1,5-a]pyridin-2-yl]cyclopropanecarboxamide CC1=NC=C(C(=C1)C1=CC=2N(C=C1)N=C(C2)NC(=O)C2CC2)OC2CCC(CC2)=O